C/C=C/CCCCC(=O)C(C)C(=O)N1CCC=C1 The molecule is a member of the class of pyrroles that is 2,3-dihydro-1H-pyrrole substituted by a 9-methyl-8,10-dioxodec-2-en-10-yl group at the nitrogen atom. Isolated from Penicillium citrinum and Penicillium brevicompactum, it exhibits antifungal activity. It has a role as an antifungal agent and a Penicillium metabolite. It is a member of pyrroles, a ketone and a monocarboxylic acid amide.